methyl (1s,4s)-2'-bromo-4-[(3-chlorophenyl)(trifluoroacetyl)amino]-5'-fluoro-6'-formylspiro[cyclohexane-1,1'-indene]-4-carboxylate BrC=1C2(C3=CC(=C(C=C3C1)F)C=O)CCC(CC2)(C(=O)OC)N(C(C(F)(F)F)=O)C2=CC(=CC=C2)Cl